C(C)(C)(CC)C1=C(C=CC(=C1)C(C)(C)CC)O 2,4-di-t-pentylphenol